C1=CC(=CC=C1C2=CC(=O)C3=C(C(=C(C(=C3O2)[C@H]4[C@@H]([C@H]([C@@H]([C@H](O4)CO)O)O)O)O)[C@H]5[C@@H]([C@H]([C@@H]([C@H](O5)CO)O)O)O)O)O The molecule is a C-glycosyl compound that is isovitexin in which the hydrogen at position 8 is replaced by a beta-D-glucosyl residue. It has a role as a metabolite. It is a trihydroxyflavone and a C-glycosyl compound. It derives from an isovitexin.